C1(=CC=CC=C1)N(C1=CC=CC=C1)CCC[Si](OC)(OC)C N,N-diphenylaminopropylmethyldimethoxysilane